ClC1=NC(=NC(=C1)C(C)(C)F)N1N=C(C=2C=NC(=CC21)CC(=O)N)C2CC2 (1-(4-chloro-6-(2-fluoroprop-2-yl)pyrimidin-2-yl)-3-cyclopropyl-1H-pyrazolo[4,3-c]pyridin-6-yl)acetamide